FC(C(=O)O)(F)F.ClC=1C=C(C=C2CCN([C@H](C12)C)C(=O)[C@H]1CNC[C@H](O1)COC)C(F)(F)F ((S)-8-chloro-1-methyl-6-(trifluoromethyl)-3,4-dihydroisoquinolin-2(1H)-yl)((2R,6S)-6-(methoxymethyl)morpholin-2-yl)methanone trifluoroacetic acid salt